FC(SC1=CC(=NC2=C1N=CS2)N2C1=C(CC2)C=CC=C1)(F)F 1-[7-(trifluoromethylthio)(1,3-thiazolo[4,5-e]pyridin-5-yl)]benzo[b]pyrrolidin